2-butenamide phosphate P(=O)(O)(O)O.C(C=CC)(=O)N